BrC1=NC(=C(C=C1NC(OC(C)(C)C)=O)C)OC1CCC1 tert-Butyl N-[2-bromo-6-(cyclobutoxy)-5-methyl-3-pyridyl]carbamate